C(#N)CC=1C=2N(N=C(C1)C=1C=C3C=CN(C(C3=CC1)=O)C1CCN(CC1)C(=O)OC(C)(C)C)C=C(N2)C tert-butyl 4-[6-[8-(cyanomethyl)-2-methyl-imidazo[1,2-b]pyridazin-6-yl]-1-oxo-2-isoquinolyl]piperidine-1-carboxylate